(Z)-2-(4-bromo-2-chloro-6-fluorobenzoyl)-3-(isopropylamino)acrylic acid ethyl ester C(C)OC(\C(=C/NC(C)C)\C(C1=C(C=C(C=C1F)Br)Cl)=O)=O